4,5-bis(isocyanatomethyl)-1,3-dithiacyclopentane N(=C=O)CC1SCSC1CN=C=O